COC1=CC=C(C=C1)N1N=C(NC1=O)[C@@H]1CN(CCC1)CCC1=CC=C(C(=O)OC)C=C1 methyl (s)-4-(2-(3-(1-(4-methoxyphenyl)-5-oxo-4,5-dihydro-1H-1,2,4-triazol-3-yl)piperidin-1-yl)ethyl)benzoate